1-[5-chloro-6-[5-[6-[4-[2-(2,6-dioxo-3-piperidyl)-1-oxo-isoindolin-5-yl]piperazin-1-yl]hexyl]-1,2,4-oxadiazol-3-yl]-3-pyridyl]-3-(7-cyclobutylpyrazolo[1,5-a]pyrimidin-6-yl)urea ClC=1C=C(C=NC1C1=NOC(=N1)CCCCCCN1CCN(CC1)C=1C=C2CN(C(C2=CC1)=O)C1C(NC(CC1)=O)=O)NC(=O)NC=1C=NC=2N(C1C1CCC1)N=CC2